N,N-dimethyl-alpha-naphthylamine CN(C)C1=CC=CC2=CC=CC=C12